((4'-((2-(tert-butyl)-1H-imidazol-1-yl)methyl)-3'-fluoro-5-isobutyl-[1,1'-biphenyl]-2-yl)sulfonyl)carbamic acid methyl ester COC(NS(=O)(=O)C1=C(C=C(C=C1)CC(C)C)C1=CC(=C(C=C1)CN1C(=NC=C1)C(C)(C)C)F)=O